C(C1=CC=CC=C1)OC(=O)N[C@H]([C@@H](O)C)C(=O)N1CCN(CC1)C(=O)OC(C)(C)C tert-Butyl 4-(((benzyloxy)carbonyl)-D-threonyl)piperazine-1-carboxylate